N1=CC=C(C=C1)C=1C=C(C=CC1)CC(=O)NCCCOC1=CC=C2CCC3(C2=C1)CCC(CC3)C(=O)O 6'-(3-{2-[3-(pyridin-4-yl)phenyl]acetamido}propoxy)-2',3'-dihydrospiro[cyclohexane-1,1'-indene]-4-carboxylic acid